BrC=1C2=CN(N=C2C=CC1)CCN1CCNCC1 4-bromo-2-(2-piperazin-1-ylethyl)indazole